CN1CCN(CC1)C1=NC=CC(=N1)C(=O)O 2-(4-methylpiperazin-1-yl)pyrimidine-4-carboxylic acid